C(C)(C)(C)OC(=O)NC(CCOCCOC=1C=2N(C=C(N1)C1=CC(=NC=C1)[C@@H](C)N(C(OC(C)(C)C)=O)CC)N=CN2)CCC(F)(F)F tert-butyl ((1R)-1-(4-(8-(2-((3-((tert-butoxycarbonyl)amino)-6,6,6-trifluorohexyl)oxy)ethoxy)-[1,2,4]triazolo[1,5-a]pyrazin-6-yl)pyridin-2-yl)ethyl)(ethyl)carbamate